NC1=NC=2C=C(C(=CC2C=2N1N=C(N2)[C@@H]2CN(CCC2)C=2C=NN(C2)C2CC(C2)(O)C)F)OC (1s,3s)-3-(4-((R)-3-(5-amino-9-fluoro-8-methoxy-[1,2,4]triazolo[1,5-c]quinazolin-2-yl)piperidin-1-yl)-1H-pyrazol-1-yl)-methylcyclobutan-1-ol